4,5,6,7-tetrahydroindenyl-trimethoxytitanium C1(C=CC=2CCCCC12)[Ti](OC)(OC)OC